2,5-bis-(4-naphthyl)-1,3,4-oxadiazole C1=CC=C(C2=CC=CC=C12)C=1OC(=NN1)C1=CC=CC2=CC=CC=C12